7-amino-4-methyl-2H-pyrido[4,3-b][1,4]oxazin-3(4H)-one hydrochloride salt Cl.NC1=CC=2OCC(N(C2C=N1)C)=O